N-(5-((6-((R)-3-(2,4-difluorophenyl)isoxazolidine-2-yl)pyrimidine-4-yl)amino)-2-((2-(dimethylamino)ethyl)(methyl)amino)-4-methoxyphenyl)acrylamide FC1=C(C=CC(=C1)F)[C@@H]1N(OCC1)C1=CC(=NC=N1)NC=1C(=CC(=C(C1)NC(C=C)=O)N(C)CCN(C)C)OC